4-(3,8-diazabicyclo[3.2.1]octane-3-yl)-7-(8-ethyl-7-fluoro-3-hydroxynaphthalene-1-yl)-6,8-difluoroquinazoline C12CN(CC(CC1)N2)C2=NC=NC1=C(C(=C(C=C21)F)C2=CC(=CC1=CC=C(C(=C21)CC)F)O)F